6-(2-fluoro-4-(1-methyl-1H-pyrazol-4-yl)benzyl)-N-((1R,2R)-2-hydroxycyclobutyl)-5-oxo-5,6-dihydro-1,6-naphthyridine-8-carboxamide FC1=C(CN2C(C=3C=CC=NC3C(=C2)C(=O)N[C@H]2[C@@H](CC2)O)=O)C=CC(=C1)C=1C=NN(C1)C